FC=1C=C(\C=C/2\C(N(C(C2)=O)C(CCCCCC[NH-])O)=O)C=CC1 (E)-7-(3-(3-fluorobenzylidene)-2,5-dioxopyrrolidinyl)-N-hydroxyheptylamide